CSCC(CSC)O 1,3-bis(methylthio)-2-propanol